N1=CC=C(C=C1)CC(=O)C=1C=C(OCC2=CC=C(C#N)C=C2)C=CC1 4-((3-(2-(pyridin-4-yl)acetyl)phenoxy)methyl)benzonitrile